N1(CCCC12CCNCC2)CC=2C=C(C=C(C2)C(F)(F)F)N2CC(OCC2)(C(=O)O)C 4-(3-((1,8-diazaspiro[4.5]decan-1-yl)methyl)-5-(trifluoromethyl)phenyl)-2-methylmorpholine-2-carboxylic acid